C(C)(C)(C)OC(=O)N[C@@H](COC(N)=O)C(=O)O N-(tert-butoxycarbonyl)-O-carbamoyl-L-serine